2-bromo-4-methyl-1,3-benzothiazole BrC=1SC2=C(N1)C(=CC=C2)C